5-[3-({[(1R,3S)-3-amino-2,2-dimethylcyclobutyl]methyl}amino)-4-(trifluoromethyl)phenyl]-1,3,4-oxadiazol-2(3H)-one N[C@@H]1C([C@@H](C1)CNC=1C=C(C=CC1C(F)(F)F)C1=NNC(O1)=O)(C)C